COC(C1=C(C=CC(=C1)OCC1=CC(=CC(=C1)F)F)N)=O.C1(CC1)C/C=C(/C=1C=NC=CC1)\C=1C=C(N)C=CC1 (E)-3-(3-cyclopropyl-1-(pyridin-3-yl)prop-1-enyl)aniline Methyl-2-amino-5-(3,5-difluorobenzyloxy)benzoate